OC1=CC(=CC2=C1C(C=C(O2)C2=CC=C(C=C2)O)=O)O 5,7-Dihydroxy-2-(4-hydroxyphenyl)-4-benzopyrone